C(C)[C@H]1OC=2C(=NC=3C=CC=CC3C2)CNC1 (R)-2-ethyl-2,3,4,5-tetrahydro-[1,4]oxazepino[6,7-b]quinoline